[Mg+2].S(=O)(=O)([O-])[O-].[Ca+2].S(=O)(=O)([O-])[O-] calcium sulfate, magnesium salt